ClC1=CC(=NC(=C1)Cl)C(=O)OCC ethyl 4,6-dichloropicolinate